NC=1C2=C(N=CN1)C(=C(N2C2=CC(=C(C=C2)OC2=NC=CC(=N2)C)F)C2=C(C=C(C=N2)NC(CC)=O)OC)C N-(6-(4-amino-5-(3-fluoro-4-((4-methylpyrimidin-2-yl)oxy)phenyl)-7-methyl-5H-pyrrolo[3,2-d]pyrimidin-6-yl)-5-methoxypyridin-3-yl)propanamide